C(C1=CC=CC=C1)[C@H](COC=1C=NC2=CC=CC=C2C1C(=O)O)NC([C@H](N(C([C@H](N(C(OCC=C)=O)C)CC(C)C)=O)C)C1CCCC1)=O 3-(((2R,5R,8R)-2-benzyl-5-cyclopentyl-8-isobutyl-6,9-dimethyl-4,7,10-trioxo-11-oxa-3,6,9-triazatetradec-13-en-1-yl)oxy)quinoline-4-carboxylic acid